pyrazolo[4,3-c]pyridin-4-amine N1N=CC=2C(=NC=CC21)N